BrCC(=O)C=1C=NNC1 4-(2-bromoacetyl)-1H-pyrazole